N,1,3,7-tetramethyl-2,6-dioxo-2,3,6,7-tetrahydro-1H-purine-8-sulfonamide CNS(=O)(=O)C1=NC=2N(C(N(C(C2N1C)=O)C)=O)C